BrC1=NC(=C(C=C1CC1(CCC1)C(=O)O)OCC1CC1)Cl 1-((2-bromo-6-chloro-5-(cyclopropylmethoxy)pyridin-3-yl)methyl)cyclobutanecarboxylic acid